bisimidazole Carbonate C(O)(O)=O.N1C=NC=C1.N1C=NC=C1